C(C)(C)(C)OC(=O)N1CC2(C1)CC=C(CC2)B2OC(C(O2)(C)C)(C)C.FC=2C=NC(=NC2)N2CCN(CC2)C2=C(C=C(C=C2)[N+](=O)[O-])F 5-fluoro-2-(4-(2-fluoro-4-nitrophenyl)piperazin-1-yl)pyrimidine tert-Butyl-7-(4,4,5,5-tetramethyl-1,3,2-dioxaborolan-2-yl)-2-azaspiro[3.5]non-6-ene-2-carboxylate